C1(=CC=CC=C1)CC(=O)O[C@H](CCCCCC)C\C=C/CCCCCCCC(=O)NCC1=CC(=C(C=C1)O)OC [(Z,7R)-18-[(4-hydroxy-3-methoxyphenyl)methylamino]-18-oxooctadec-9-en-7-yl] 2-phenylacetate